ClC=1C=CC(=NC1)S(=O)(=N)\C=C\C1=C(C=CC=C1)Cl (E)-(5-chloropyridin-2-yl)(2-chlorostyryl)(imino)-λ6-sulfanone